(6aS,9aR)-8-(2-aminoacetyl)-9a-amino-3-ethoxyoctahydro-[1,2]oxaborocino[6,7-c]pyrrol-1(3H)-one NCC(=O)N1C[C@H]2[C@@](C1)(C(OB(CCC2)OCC)=O)N